(R)-tert-butyl 4-(5-bromopyridin-2-yl)-3-methylpiperazine-1-carboxylate BrC=1C=CC(=NC1)N1[C@@H](CN(CC1)C(=O)OC(C)(C)C)C